5-(benzyloxy)-3-(4-fluorobenzyl)-2,3-dihydro-1H-pyrido[2,1-f][1,2,4]triazine-4,6-dione C(C1=CC=CC=C1)OC=1C(C=CN2NCN(C(C21)=O)CC2=CC=C(C=C2)F)=O